F[P-](F)(F)(F)(F)F.N1(N=NC2=C1C=CC=C2)O[P+](N2CCCC2)(N2CCCC2)N2CCCC2 O-Benzotriazole-1-yl-oxy-trispyrrolidinophosphonium hexafluorophosphate